NC1=NC=NC2=C1C=1C=3C(C(N(CC1N2C(C)C)CCC2=CC=CC=C2)=O)=C(ON3)C3CC3 11-amino-3-cyclopropyl-7-isopropyl-5-phenethyl-6,7-dihydroisoxazolo[4,3-c]pyrimido[5',4':4,5]pyrrolo[3,2-e]azepin-4(5H)-one